C(#N)C1CC2(C1)CCC(CC2)N(C(OCC2=CC=CC=C2)=O)C Benzyl N-(2-cyanospiro[3.5]nonan-7-yl)-N-methyl-carbamate